FC1=C(C=CC=C1S(=O)(=O)C)NC1=NC=C(C(=N1)C1=CNC2=C(C=CC=C12)NC(C(CC)N1C[C@H](N([C@@H](C1)C)C(=O)OC(C)(C)C)C)=O)C (2r,6r)-tert-butyl 4-(1-((3-(2-((2-fluoro-3-(methylsulfonyl) phenyl) amino)-5-methylpyrimidin-4-yl)-1H-indol-7-yl) amino)-1-oxobutan-2-yl)-2,6-dimethylpiperazine-1-carboxylate